C1(=CC=CC=C1)NC1=CC=C(C=C1)N(C)C N-phenyl-N',N'-dimethyl-1,4-phenylenediamine